7-(4-(4-(benzo[b]thiophen-4-yl)piperazin-1-yl)butoxy)-N-butyl-2-oxoquinoline-1(2H)-carboxamide S1C2=C(C=C1)C(=CC=C2)N2CCN(CC2)CCCCOC2=CC=C1C=CC(N(C1=C2)C(=O)NCCCC)=O